The molecule is an azaspiro compound resulting from the formal fusion of position 3 of 6-chloro-oxindole with position 3 of (2R,3SS5S)-3-(3-chloro-2-fluorophenyl)-5-(2,2-dimethylpropyl)-N-[2-(morpholin-4-yl)ethyl]pyrrolidine-2-carboxamide. It is a potent inhibitor of the MDM2-p53 interaction. It has a role as an apoptosis inducer. It is an azaspiro compound, a member of morpholines, a member of oxindoles, a member of pyrrolidines, a member of monochlorobenzenes, a member of monofluorobenzenes and a secondary carboxamide. CC(C)(C)C[C@@H]1[C@]2([C@H]([C@@H](N1)C(=O)NCCN3CCOCC3)C4=C(C(=CC=C4)Cl)F)C5=C(C=C(C=C5)Cl)NC2=O